FC=1C=2N(C=C(C1)NC(=O)C=1C=CC=C3C(=CN=NC13)N1CCNCC1)C=C(N2)C N-[8-fluoro-2-methylimidazo[1,2-a]pyridin-6-yl]-4-(piperazin-1-yl)cinnoline-8-carboxamide